N-((2R,3S)-1-diphenylmethyl-2-methylazetidin-3-yl)-N-cyclopropylmethanesulfonamide C1(=CC=CC=C1)C(N1[C@@H]([C@H](C1)N(S(=O)(=O)C)C1CC1)C)C1=CC=CC=C1